N-(1-(3-cyano-6,7-dimethoxyquinolin-4-yl)azepan-4-yl)sulfamoylamine C(#N)C=1C=NC2=CC(=C(C=C2C1N1CCC(CCC1)NS(N)(=O)=O)OC)OC